BrC1=CC(=CC=2N(C(=NC21)C(F)F)C)C(=O)O 4-bromo-2-(difluoromethyl)-1-methyl-1H-benzo[d]Imidazole-6-carboxylic acid